ONC(C)=N N-hydroxyacetamidine